2,3-Dimethyl-5-ethylpyrazine CC1=NC=C(N=C1C)CC